Cl.NC(C(=O)N1CCN(CC1)C(=O)NC1=NC(N(C=C1)C1=CC=C2CC(COC2=C1)N1CCC(CCC1)N)=O)(C)C 4-(2-Amino-2-methylpropanoyl)-N-(1-(3-(4-aminoazepan-1-yl)chroman-7-yl)-2-oxo-1,2-dihydropyrimidin-4-yl)piperazine-1-carboxamide hydrochloride salt